rel-(3R,4S)-3-(tert-butoxycarbonylamino)-4-[1-methyl-7-[4-(4-methylpiperazin-1-yl)anilino]-2-oxo-4H-pyrimido[4,5-d]pyrimidin-3-yl]piperidine-1-carboxylic acid benzyl ester C(C1=CC=CC=C1)OC(=O)N1C[C@H]([C@H](CC1)N1C(N(C2=NC(=NC=C2C1)NC1=CC=C(C=C1)N1CCN(CC1)C)C)=O)NC(=O)OC(C)(C)C |o1:12,13|